C(C)OC1=C(C(=CC(=C1)C1(OCCO1)C)OCC)C(C)=O 1-[2,6-diethoxy-4-(2-methyl-1,3-dioxolan-2-yl)phenyl]ethan-1-one